tert-butyl (2R)-2-[[4-[(6-chloro-3-isopropenyl-imidazo[1,2-a]pyridin-8-yl)amino]-1-piperidyl]methyl]morpholine-4-carboxylate ClC=1C=C(C=2N(C1)C(=CN2)C(=C)C)NC2CCN(CC2)C[C@@H]2CN(CCO2)C(=O)OC(C)(C)C